O[Te](O)([O-])([O-])([O-])[O-] The molecule is an orthotellurate ion. It is a conjugate base of an orthotellurate(3-). It is a conjugate acid of an orthotellurate(5-).